3-(3-benzothienyl)biphenyl S1C=C(C2=C1C=CC=C2)C=2C=C(C=CC2)C2=CC=CC=C2